FS(C=1C=C2C=CNC2=CC1)(F)(F)(F)F pentafluoro(1H-indol-5-yl)-λ6-sulfane